3,5-difluorobenzyl-3,4-dihydroisoquinolin-1(2H)-one FC=1C=C(CN2C(C3=CC=CC=C3CC2)=O)C=C(C1)F